CC1CCC(CC1)C(COCCCC)(COCCCC)CCC(Br)(F)F 2-(4-methylcyclohexyl)-2-(3,3-difluoro-3-bromo-propyl)-1,3-dibutoxypropane